CNC(=O)C(=O)N Methyl-oxamide